Benzhydryl 7-(6-((tert-butoxycarbonyl)amino) hexanamido)-3-(((2-cyanobenzo[d]thiazol-6-yl)oxy)methyl)-8-oxo-5-thia-1-azabicyclo[4.2.0]oct-2-ene-2-carboxylate 5-oxide C(C)(C)(C)OC(=O)NCCCCCC(=O)NC1C2S(CC(=C(N2C1=O)C(=O)OC(C1=CC=CC=C1)C1=CC=CC=C1)COC1=CC2=C(N=C(S2)C#N)C=C1)=O